Dimethyl-octamethyltetrasilyl-bis(trimethylsilylmethyl-cyclopentadienyl)zirconium C[SiH]([Zr](C1(C=CC=C1)C[Si](C)(C)C)(C1(C=CC=C1)C[Si](C)(C)C)([SiH3])([SiH3])([SiH3])(C)(C)(C)(C)(C)(C)(C)C)C